O1C(=C(C=C1)S(=O)(=O)[O-])S(=O)(=O)[O-] furandisulfonate